(1S,2S)-2-(4-chloropyridin-2-yl)-N-(6-((2R,4S)-2-(6-cyclopropyl-imidazo[1,2-a]pyridin-2-yl)-4-(hydroxymethyl)pyrrolidin-1-yl)pyrimidin-4-yl)cyclopropane-1-carboxamide ClC1=CC(=NC=C1)[C@@H]1[C@H](C1)C(=O)NC1=NC=NC(=C1)N1[C@H](C[C@@H](C1)CO)C=1N=C2N(C=C(C=C2)C2CC2)C1